(1S,2S,3R,5R)-3-((5-fluoro-4-(4-fluoro-2-(2-hydroxypropan-2-yl)-1-isopropyl-1H-benzo[d]imidazol-6-yl)pyrimidin-2-yl)amino)-8-oxabicyclo[3.2.1]octan-2-ol FC=1C(=NC(=NC1)N[C@H]1[C@@H]([C@@H]2CC[C@H](C1)O2)O)C=2C=C(C1=C(N(C(=N1)C(C)(C)O)C(C)C)C2)F